FC1=C(C=CC=C1C#N)C1=CC=CC=C1 2-fluoro-[1,1'-biphenyl]-3-carbonitrile